BrC=1N(C2=NC(=NC(=C2N1)N1CC2CCC(C1)N2C(=O)OC(C)(C)C)OCC21CCCN1CCC2)C tert-butyl 3-{8-bromo-9-methyl-2-[(tetrahydro-1H-pyrrolizin-7a(5H)-yl)methoxy]-9H-purin-6-yl}-3,8-diazabicyclo[3.2.1]octane-8-carboxylate